NC1=NC=CC2=CC=C(C=C12)C=1C=C2C(=NNC2=CC1)C(=O)NC[C@@H]1CC[C@@H](CC1)O 5-(1-aminoisoquinolin-7-yl)-N-((cis-4-hydroxycyclohexyl)methyl)-1H-indazole-3-carboxamide